methyl-2-(3-chloro-2-fluorophenyl)-5-(1H-pyrrolo[2,3-b]pyridin-4-yl)-1-{[2-(trimethylsilyl)ethoxy]methyl}-1H-pyrrole-3-carboxylic acid CC=1C(=C(N(C1C1=C2C(=NC=C1)NC=C2)COCC[Si](C)(C)C)C2=C(C(=CC=C2)Cl)F)C(=O)O